C1(C=CC(N1)=O)=O MALEIMID